perfluoroacetyl chloride FC(C(=O)Cl)(F)F